[N+](=O)([O-])C1=CC=C(OCCCCCC(=O)Cl)C=C1 6-(4-nitrophenoxy)hexanoyl chloride